N-((6-chloropyridin-3-yl)methyl)-2-methyl-4-(5-(trifluoromethyl)-5-(3,4,5-trifluorophenyl)-4,5-dihydroisoxazol-3-yl)benzamide ClC1=CC=C(C=N1)CNC(C1=C(C=C(C=C1)C1=NOC(C1)(C1=CC(=C(C(=C1)F)F)F)C(F)(F)F)C)=O